C(C=C)(=O)N(CCSSCCN)C(C=C)=O N,N-di(acryloyl)cystamine